CC=1NC2=C(C=CC=C2C1C)CN1CCC2(CC1)COC1=C3CN(C(C3=CC=C12)=O)C1C(NC(CC1)=O)=O 3-(1'-((2,3-dimethyl-1H-indol-7-yl)methyl)-6-oxo-6,8-dihydro-2H,7H-spiro[furo[2,3-e]isoindole-3,4'-piperidin]-7-yl)piperidine-2,6-dione